C(C1=CC=CC=C1)(=O)OC1=CC=CC=C1 benzoic acid, phenyl ester